N=1N=C(N2C1CCC2)C2=CC=C(C=C2)NC2=C(C(NC=C2)=O)C(=O)NC2=CC=C(C=C2)N2CCN(CC2)C 4-((4-(6,7-Dihydro-5H-pyrrolo[2,1-c][1,2,4]triazol-3-yl)phenyl)amino)-N-(4-(4-methylpiperazin-1-yl)phenyl)-2-oxo-1,2-dihydropyridine-3-carboxamide